C(#N)[C@@]1(C(N(C[C@H]1C)C=1C=2N(N=CC1)C=C(C2)C=2SC(=CN2)C#N)=O)C2CC2 2-[4-[(3R,4S)-3-cyano-3-cyclopropyl-4-methyl-2-oxopyrrolidin-1-yl]pyrrolo[1,2-b]pyridazin-6-yl]-1,3-thiazole-5-carbonitrile